ethyl 2-[3-[2-[5-[(4,6-difluoro-1H-indol-5-yl)oxy]-2-fluoro-phenyl]-1-methyl-imidazol-4-yl]-3-methyl-2H-benzofuran-7-yl]acetate FC1=C2C=CNC2=CC(=C1OC=1C=CC(=C(C1)C=1N(C=C(N1)C1(COC2=C1C=CC=C2CC(=O)OCC)C)C)F)F